2,6-diazaspiro[3.3]heptan C1NCC12CNC2